(2R)-5-(6-(difluoromethyl)pyridin-2-yl)-2-methylmorpholine hydrochloride Cl.FC(C1=CC=CC(=N1)C1CO[C@@H](CN1)C)F